(((1R,2R,4R)-4-((5-chloropyrimidin-2-yl)amino)-2-hydroxycyclopentyl)amino)-N,N-dimethyl-benzo[d]thiazole-6-carboxamide ClC=1C=NC(=NC1)N[C@H]1C[C@H]([C@@H](C1)NC=1SC2=C(N1)C=CC(=C2)C(=O)N(C)C)O